C(#N)C=1C(=CC=NC1)N1CCC2(CCCS2)CC1 5-cyano-4-(1-thia-8-azaspiro[4.5]decan-8-yl)pyridin